COCC1=NN2C(C(CCC2)O)=C1 2-(methoxymethyl)-4,5,6,7-tetrahydropyrazolo[1,5-a]pyridin-4-ol